NC1=C(C(=NC(=N1)CN1CCN(CC1)C)NC=1C=C2C(=NNC2=CC1OC)C(=O)[O-])C1CC=CCC1 5-((6-Amino-5-cyclohex-3-en-1-yl (4-methylpiperazin-1-yl) methanylpyrimidin-4-yl) amino)-6-methoxy-1H-indazoleformate